[4-(N,N-dimethylamino)phenyl]Di-tert-butylphosphine CN(C)C1=CC=C(C=C1)P(C(C)(C)C)C(C)(C)C